(but-3-en-1-yl)-4-(4-(morpholine-4-carbonyl)-1-((2-(trimethylsilyl)ethoxy)methyl)-1H-benzo[d]imidazol-6-yl)-1-tosyl-1H-pyrrolo[2,3-c]pyridin-7(6H)-one C(CC=C)C1=CC2=C(C(NC=C2C=2C=C(C3=C(N(C=N3)COCC[Si](C)(C)C)C2)C(=O)N2CCOCC2)=O)N1S(=O)(=O)C1=CC=C(C)C=C1